NC1=NC=2C=CC(=CC2C2=C1[C@H](OC2)C)C(=O)N(CC)[C@@H]2COCC1=C2C=CC(=C1)Br (3R)-4-amino-N-((4S)-7-bromo-3,4-dihydro-1H-2-benzopyran-4-yl)-N-ethyl-3-methyl-1,3-dihydrofuro-[3,4-c]quinoline-8-carboxamide